1-((1H-imidazol-5-yl)methyl)-7-chloro-4-(dimethylamino)quinazolin-2(1H)-one N1C=NC=C1CN1C(N=C(C2=CC=C(C=C12)Cl)N(C)C)=O